FC1=C(OC2=C3C(=NC=C2)NC=C3C3=C(C#N)C=CC=C3)C(=CC(=C1)NC=1OC[C@@](CN1)(C)CO)F |r| (+/-)-2-[4-(2,6-difluoro-4-{[5-(hydroxymethyl)-5-methyl-5,6-dihydro-4H-1,3-oxazin-2-yl]amino}phenoxy)-1H-pyrrolo[2,3-b]pyridin-3-yl]benzonitrile